C(C(=O)N)(=O)N oxamamide